2-Chloro-4-cyano-N-(1-(1-methyl-1H-pyrazol-4-yl)-1H-indazol-6-yl)benzamide ClC1=C(C(=O)NC2=CC=C3C=NN(C3=C2)C=2C=NN(C2)C)C=CC(=C1)C#N